CC1(OC(C=2C1=NC(=CC2)NC2=CC(=C(C=N2)C2=NN=C(O2)C2(CC2)C#N)N[C@H](CO)C2=CC=CC=C2)=O)C {5-[6-({7,7-dimethyl-5-oxo-5H,7H-furo[3,4-b]pyridin-2-yl}amino)-4-{[(1S)-2-hydroxy-1-phenylethyl]amino}pyridin-3-yl]-1,3,4-oxadiazol-2-yl}cyclopropane-1-carbonitrile